1-(2-Fluoro-5-((3-oxoisobenzofuran-1(3H)-ylidene)methyl)phenyl)-3-hydroxy-3-methylindolin-2-one FC1=C(C=C(C=C1)C=C1OC(C2=CC=CC=C12)=O)N1C(C(C2=CC=CC=C12)(C)O)=O